tert-butyl (2-methylpent-4-en-2-yl)carbamate CC(C)(CC=C)NC(OC(C)(C)C)=O